N-sulfo-D-glucosamine S(=O)(=O)(O)N[C@H]1C(O)O[C@@H]([C@H]([C@@H]1O)O)CO